C[C@H]1[C@@](C(N(C1)C=1C=2N(N=CC1)C=C(C2)C=2C=NN(C2)C)=O)(C#N)C2COC2 (3S,4S)-4-methyl-1-[6-(1-methylpyrazol-4-yl)pyrrolo[1,2-b]pyridazin-4-yl]-3-(oxetan-3-yl)-2-oxopyrrolidine-3-carbonitrile